CN1CN(C(=C1)C)CC 1,4-dimethyl-3-ethylimidazole